pyrrolidin-3-carboxamid N1CC(CC1)C(=O)N